2-{4,10-bis(2-tert-butoxy-2-oxoethyl)-7-[1-methoxy-1-oxopropan-2-yl]-1,4,7,10-tetraazacyclododec-1-yl}-3-{4-[2-(2-ethoxyethoxy)ethoxy]phenyl}propanoic acid ethyl ester C(C)OC(C(CC1=CC=C(C=C1)OCCOCCOCC)N1CCN(CCN(CCN(CC1)CC(OC(C)(C)C)=O)C(C(=O)OC)C)CC(=O)OC(C)(C)C)=O